N,N-dimethylpiperidinium bromide [Br-].C[N+]1(CCCCC1)C